(E)-N-(2-butoxy-3-chlorophenyl)-3-(3,4-dimethoxyphenyl)acrylamide C(CCC)OC1=C(C=CC=C1Cl)NC(\C=C\C1=CC(=C(C=C1)OC)OC)=O